Cl.ClCCCCN1C=NC=C1 1-(4-chlorobutyl)-1H-imidazole hydrochloride